10-Bromo-2-iodo-6,7-dihydro-5H-benzo[b]imidazo[2,1-d][1,5]oxazocine BrC=1C=CC2=C(OCCCN3C2=NC(=C3)I)C1